COC1=CC=C(C=C1)/C(/C(=O)O)=C\C=1C=NC=CC1 (E)-2-(4-methoxy-phenyl)-3-pyridin-3-yl-acrylic acid